Cl.Cl.N1(N=CC=C1)C=1C=C(C=CC1)[C@@H]1C[C@@H](NCC1)C(=O)N[C@H](C(=O)NCC1=C(C=CC(=C1)Cl)N1N=NN=C1)C (2R,4S)-4-(3-(1H-pyrazol-1-yl)phenyl)-N-((S)-1-((5-chloro-2-(1H-tetrazol-1-yl)benzyl)amino)-1-oxopropan-2-yl)piperidine-2-carboxamide dihydrochloride